8-bromo-1-isopropyl-3-methyl-7-(1-methyl-1H-pyrazol-4-yl)-6-(phenylsulfonyl)-3,6-dihydroimidazo[4,5-d]pyrrolo[2,3-b]pyridin-2(1H)-one BrC1=C(N(C2=NC=C3C(=C21)N(C(N3C)=O)C(C)C)S(=O)(=O)C3=CC=CC=C3)C=3C=NN(C3)C